triethanolamine p-methoxycinnamate COC1=CC=C(C=CC(=O)O)C=C1.N(CCO)(CCO)CCO